Methyl-(S,E)-(1-((1-((1H-benzo[d]imidazol-2-yl)methyl)-2-oxo-1,2-dihydropyridin-3-yl)amino)-7-amino-1,7-dioxohept-5-en-2-yl)carbamat COC(N[C@H](C(=O)NC=1C(N(C=CC1)CC1=NC2=C(N1)C=CC=C2)=O)CC\C=C\C(=O)N)=O